1-(2-methyl-5-nitrophenyl)guanidine CC1=C(C=C(C=C1)[N+](=O)[O-])NC(=N)N